C(CCC)C1N(CCOC1)CCOCCOC Butyl-methylOxyethoxyethylmorpholine